tert-butyl (2R,4S)-4-benzyl-2-(((S)-1-(((3-chlorothieno[2,3-b]pyridin-5-yl)methyl)amino)-1-oxopropan-2-yl)carbamoyl)pyrrolidine-1-carboxylate C(C1=CC=CC=C1)[C@H]1C[C@@H](N(C1)C(=O)OC(C)(C)C)C(N[C@H](C(=O)NCC=1C=C2C(=NC1)SC=C2Cl)C)=O